C(C=C)(=O)OCC(O)CCO 2-hydroxyethyl-2-hydroxyethyl acrylate